(3,5-Dimethoxyphenoxy)-6-(furan-2-yl)quinoline COC=1C=C(OC2=NC3=CC=C(C=C3C=C2)C=2OC=CC2)C=C(C1)OC